Chlorocarbonylhydrido[4,5-bis-(di-i-propylphosphino-methyl)acridin] ClC(=O)C1=CC2=CC3=CC=CC(=C3N=C2C(=C1)CP(C(C)C)C(C)C)CP(C(C)C)C(C)C